ClC1=CC2=C(C3=CC=CC=C3C(=C2C=C1)OCCCCCCCCCCCCCCCCC(=O)OC(C)(C)C)OCCCCCCCCCCCCCCCCC(=O)OC(C)(C)C 2-chloro-9,10-bis(tert-butoxycarbonylhexadecyleneoxy)anthracene